CS(=CC(=O)C1CC(C1)C(=O)N([C@H](C(=O)O)C(C)C)C)(=O)C (2S)-2-[[3-[2-[dimethyl(oxo)-λ6-sulfanylidene]acetyl]cyclobutanecarbonyl]-methyl-amino]-3-methyl-butanoic acid